NC=1C(=NC(=CN1)C1=CC=C(C=C1)[C@@]12CN(C[C@H]2C1)C1CCOCC1)C(=O)NC12CCC(CC1)(CC2)O 3-amino-N-(4-hydroxy-bicyclo[2.2.2]oct-1-yl)-6-(4-((1r,5s)-3-(tetrahydro-2H-pyran-4-yl)-3-azabicyclo[3.1.0]hexane-1-yl)phenyl)pyrazine-2-carboxamide